ethyl 6-(1-benzyl-1H-pyrazole-4-carbonyl)-2-((S)-2,2-dimethylcyclopropane-1-carbonyl)-8-methyl-2,6-diazaspiro[3.4]octane-8-carboxylate C(C1=CC=CC=C1)N1N=CC(=C1)C(=O)N1CC2(CN(C2)C(=O)[C@@H]2C(C2)(C)C)C(C1)(C(=O)OCC)C